tetraethyleneglycol monostearyl ether C(CCCCCCCCCCCCCCCCC)OCCOCCOCCOCCO